O=C1NC(CCC1C1=NOC2=C1C=CC=C2OC[C@H]2CN(CC2)C(=O)OC(C)(C)C)=O tert-butyl (3R)-3-(((3-(2,6-dioxopiperidin-3-yl)benzo[d]isoxazol-7-yl)oxy)methyl)pyrrolidine-1-carboxylate